1-methyl-3-({[(3S)-1-(6-methylpyridin-3-yl)piperidin-3-yl][(2-methylpyridin-4-yl)methyl]amino}methyl)-1,4-dihydroquinolin-4-one CN1C=C(C(C2=CC=CC=C12)=O)CN(CC1=CC(=NC=C1)C)[C@@H]1CN(CCC1)C=1C=NC(=CC1)C